1-((1S,9S)-9-ethyl-5-fluoro-9-hydroxy-4-methyl-10,13-dioxo-2,3,9,10,13,15-hexahydro-1H,12H-benzo[de]pyrano[3',4':6,7]indolizino[1,2-b]quinolin-1-yl)-3-(2-hydroxyethyl)thiourea C(C)[C@]1(C(OCC=2C(N3CC=4C(=NC=5C=C(C(=C6C5C4[C@H](CC6)NC(=S)NCCO)C)F)C3=CC21)=O)=O)O